BrC=1C(=C(C=C(C1)F)C=1C=C(C(=NC1)CC)N1C[C@@](CC1)(O)C)O (R)-1-(5-(3-bromo-5-fluoro-2-hydroxyphenyl)-2-ethylpyridin-3-yl)-3-methylpyrrolidin-3-ol